O1C(CCCC1)N1N=CC=2C=NC(=CC21)C2=CN=NS2 1-(tetrahydro-2H-pyran-2-yl)-6-(1,2,3-thiadiazol-5-yl)-1H-pyrazolo[4,3-c]pyridine